N1CC(C1)N1CCC(CC1)(F)F 1-azetidin-3-yl-4,4-difluoropiperidine